[Si](C)(C)(C(C)(C)C)OCCC=1C(=C2C=NN(C2=CC1C)C1OCCCC1)B1OC(C(O1)(C)C)(C)C 5-(2-((tert-butyldimethylsilyl)oxy)ethyl)-6-methyl-1-(tetrahydro-2H-pyran-2-yl)-4-(4,4,5,5-tetramethyl-1,3,2-dioxaborolan-2-yl)-1H-indazole